1-benzyl-3-(2-chloro-5-(dimethoxymethyl)pyrimidin-4-yl)pyrrolidine-3-carboxylic acid ethyl ester C(C)OC(=O)C1(CN(CC1)CC1=CC=CC=C1)C1=NC(=NC=C1C(OC)OC)Cl